2-chlorophenylboronic acid pinacol ester ClC1=C(C=CC=C1)B1OC(C)(C)C(C)(C)O1